P(=O)(OC1=C(C=CC=C1)C(C)C)(OC1=C(C=CC=C1)C(C)C)OC1=C(C=CC=C1)C(C)C tri(isopropyl phenyl) phosphate